ClC=1C(=CC2=C(N(C(=N2)C2=CC=NC=C2)C(C(=O)NC2CCCCC2)C2CCCCC2)C1)F 2-(6-chloro-5-fluoro-2-pyridin-4-yl-benzoimidazol-1-yl)-2,N-dicyclohexyl-acetamide